2-fluoro-4-methoxy-6-(methylamino)benzoic acid FC1=C(C(=O)O)C(=CC(=C1)OC)NC